2-chloro-4-methylbenzoxazole ClC=1OC2=C(N1)C(=CC=C2)C